Cl.BrC1=NN(C2=CN=CC=C21)C=2C=NNC2 3-bromo-1-(1H-pyrazol-4-yl)-1H-pyrazolo[3,4-c]pyridine hydrochloride